2,3-dimethyl-1H-indol-7-amine CC=1NC2=C(C=CC=C2C1C)N